CN1CCN(CC1)C N,N'-Dimethylpiperazin